N1(CCOCC1)C=1C2=C(N=CN1)N(C(=C2)C2=CC=C(C=C2)NS(=O)(=O)CC2=CC=C(C=C2)B(O)O)COCC[Si](C)(C)C {4-[({4-[4-(morpholin-4-yl)-7-{[2-(trimethylsilyl)ethoxy]methyl}-7H-pyrrolo[2,3-d]pyrimidin-6-yl]phenyl}sulfamoyl)methyl]phenyl}boronic acid